ethylaluminum dichloride tungsten chloride [W](Cl)(Cl)(Cl)Cl.C(C)[Al](Cl)Cl